N1C=NC2=C1C=C(C=C2)N2C(OC[C@@H]2C2=CC(=CC=C2)N2CCN(CC2)C)=O (S)-3-(1H-benzo[d]imidazol-6-yl)-4-(3-(4-methylpiperazin-1-yl)phenyl)oxazolidin-2-one